N[C@H]1C[C@H](CO[C@@H]1C1=C(C=CC(=C1)F)F)N1CC=2C(=NN3C2N=C(C=C3C(=O)[O-])C3=CC=CC=C3)CC1 9-((3R,5S,6R)-5-amino-6-(2,5-difluorophenyl) tetrahydro-2H-pyran-3-yl)-2-phenyl-7,8,9,10-tetrahydropyrido[4',3':3,4]pyrazolo[1,5-a]pyrimidine-4-carboxylate